FC1=C(C=CC(=C1)C1=NNC(OC1)=O)C1=C(C(=CC=C1)F)F 5-(2,2',3'-trifluoro-biphenyl-4-yl)-3,6-dihydro-2H-1,3,4-oxadiazin-2-one